ClC1=CC=C(C(=N1)C(=O)O)N[C@H](C)C1=CC(=CC=2C(N3CCC4COCCN4C3=NC12)=O)C 6-chloro-3-[[(1R)-1-(14-methyl-11-oxo-5-oxa-2,10,18-triazatetracyclo[8.8.0.02,7.012,17]octadeca-1(18),12(17),13,15-tetraen-16-yl)ethyl]amino]pyridine-2-carboxylic acid